[5-[3-chloro-6-fluoro-2-[(E)-2-[6-(trifluoromethyl)-3-pyridinyl] vinyl] phenyl]-1,3-dimethyl-6-oxo-pyridazin-4-yl] 2-methylpropionate CC(C(=O)OC=1C(=NN(C(C1C1=C(C(=CC=C1F)Cl)\C=C\C=1C=NC(=CC1)C(F)(F)F)=O)C)C)C